Methyl (3-(benzyloxy)-4-methyl-5-(2-phenyloxazol-5-yl)picolinoyl)glycinate C(C1=CC=CC=C1)OC=1C(=NC=C(C1C)C1=CN=C(O1)C1=CC=CC=C1)C(=O)NCC(=O)OC